N-propyl-3-piperazinyl-1-propylamine C(CC)NCCCN1CCNCC1